(2-(benzo[c][1,2,5]oxadiazol-5-ylmethoxy)-5-chloro-4-((2-chloro-3'-(2-hydroxyethoxy)-[1,1'-biphenyl]-3-yl)methoxy)benzyl)-D-serine N=1ON=C2C1C=CC(=C2)COC2=C(CN[C@H](CO)C(=O)O)C=C(C(=C2)OCC=2C(=C(C=CC2)C2=CC(=CC=C2)OCCO)Cl)Cl